FC=1C=C(C(=O)OC)C=CC1C1(CC1)C methyl 3-fluoro-4-(1-methylcyclopropyl)benzoate